O.O.C(C)(=O)[O-].[Mn+3].CC=1C=C(C=CC1)N(C1=CC=CC=C1)C1=CC=C(C=C1)C1=CC(=CC(=C1)C1=CC=C(C=C1)N(C1=CC=CC=C1)C1=CC(=CC=C1)C)C1=CC=C(C=C1)N(C1=CC=CC=C1)C1=CC(=CC=C1)C.C(C)(=O)[O-].C(C)(=O)[O-] 1,3,5-tris[4-(3-methylphenylanilino)phenyl]benzene Manganese(III) Acetate Dihydrate